C(C1=C(C(=CC(=C1)CC)C(C)(C)C)O)C1=C(C(=CC(=C1)CC)C(C)(C)C)O methylene-bis(4-ethyl-6-t-butylphenol)